N1C=NC=2N=C(N3C(C12)=NC=N3)N [1,2,4]triazolo[5,1-i]purin-5-amine